7-(1-(2-fluoro-4-methylpyridin-3-yl)piperidin-4-yl)-3,8-dimethyl-5-((3-(trifluoromethyl)pyrazin-2-yl)methyl)pyrido[2,3-b]pyrazin-6(5H)-one FC1=NC=CC(=C1N1CCC(CC1)C1=C(C=2C(=NC(=CN2)C)N(C1=O)CC1=NC=CN=C1C(F)(F)F)C)C